4-(1H-benzo[d]imidazol-1-yl)-N-(3-carbamoylbenzyl)thiophene-2-carboxamide N1(C=NC2=C1C=CC=C2)C=2C=C(SC2)C(=O)NCC2=CC(=CC=C2)C(N)=O